(3-(hydroxymethyl)pyridin-2-yl)(methyl)-3,4-dihydropyrrolo[1,2-a]pyrazine-1(2H)-one OCC=1C(=NC=CC1)C1N(C(C=2N(C1)C=CC2)=O)C